FC1=CC(=CC=2N(C(=NC21)C)C(C)C)C=2C=CN1N=C(N=CC12)NC=1C=NN(C1)C 5-(4-fluoro-1-isopropyl-2-methyl-1H-benzo[d]imidazol-6-yl)-N-(1-methyl-1H-pyrazol-4-yl)pyrrolo[2,1-f][1,2,4]triazin-2-amine